CC1(CNC2=CC(=C(C=C12)C)C(=O)NC1(CC1)C1=CC=CC2=CC=CC=C12)C 3,3,5-Trimethyl-N-(1-(naphthalen-1-yl)cyclopropyl)indoline-6-carboxamide